5-fluoro-2-(6-methoxy-3,4-dihydroisoquinolin-2(1H)-yl)aniline ethyl-6-ethyl-5-(8-methyl-[1,2,4]triazolo[1,5-a]pyridin-6-yl)-4H-thieno[3,2-b]pyrrole-2-carboxylate C(C)OC(=O)C1=CC=2NC(=C(C2S1)CC)C=1C=C(C=2N(C1)N=CN2)C.FC=2C=CC(=C(N)C2)N2CC1=CC=C(C=C1CC2)OC